4-(methylsulfonyl)-7-nitro-1-(phenylsulfonyl)-1H-indol CS(=O)(=O)C1=C2C=CN(C2=C(C=C1)[N+](=O)[O-])S(=O)(=O)C1=CC=CC=C1